2-((1S,4S,5R)-5-((3-(2-chloro-6-methylphenyl)-5-cyclopropylisoxazol-4-yl)methoxy)-2-azabicyclo[2.2.1]heptan-2-yl)-4-((S)-tetrahydrofuran-3-yl)benzo[d]thiazole-6-carboxylic acid ClC1=C(C(=CC=C1)C)C1=NOC(=C1CO[C@H]1[C@@H]2CN([C@H](C1)C2)C=2SC1=C(N2)C(=CC(=C1)C(=O)O)[C@H]1COCC1)C1CC1